phenolate C1(=CC=CC=C1)[O-]